C(C)[K].C(CC(=O)O)(=O)OCC(C)C Isobutyl Malonate Monoethyl-Potassium Salt